FC(C(C(=O)OC(C(C(F)(F)F)(F)F)(F)F)(F)F)(F)F heptafluoropropyl pentafluoropropionate